C(CCCCCCCCC)[Si](OCCC)(OCCC)OCCC n-decyltri-n-propoxysilane